2-cycloheptyl-5-methylcyclohexa-2,5-diene-1,4-dione C1(CCCCCC1)C=1C(C=C(C(C1)=O)C)=O